molybdenum (m-xylene) C1(=CC(=CC=C1)C)C.[Mo]